F[C@@H](C(=O)NC1=C(C=C(C=C1)NCC1=CC=C(C=C1)C(F)(F)F)NC)[C@H](CCCCC)F (2S,3S)-2,3-difluoro-N-(2-(methylamino)-4-((4-(trifluoromethyl)benzyl)amino)phenyl)octanamide